C(C=C)N1C(N=C(C2=CC=CC(=C12)F)C=1C=NC(=C(C1)C)C(F)F)(C)C 1-allyl-4-(6-(difluoromethyl)-5-methylpyridin-3-yl)-8-fluoro-2,2-dimethyl-1,2-dihydroquinazoline